tert-butyl (3-((tert-butyldimethylsilyl)oxy)-2-hydroxypropyl)carbamate [Si](C)(C)(C(C)(C)C)OCC(CNC(OC(C)(C)C)=O)O